[Ni](Br)Br.C1(=CC=CC=C1)P(C1=CC=CC=C1)C1=CC=CC=C1.C1(=CC=CC=C1)P(C1=CC=CC=C1)C1=CC=CC=C1 bis-(triphenylphosphine) nickel dibromide